COC1OC=CCC1 2-methoxy-3,4-dihydro-pyran